FC=1C=C(CN)C=C(C1)F 3,5-difluorobenzylamine